FC=1C=C(C=CC1F)N1CCC2(CCN(CC2)C(=O)C2=CC(NC3=CC=CC=C23)=O)CC1 4-(9-(3,4-difluorophenyl)-3,9-diazaspiro[5.5]undec-3-carbonyl)quinolin-2(1H)-one